4-methoxy-N-(5-(3-(pyridin-2-yl)-3,8-diazabicyclo[3.2.1]octan-8-yl)pyridin-2-yl)benzamide COC1=CC=C(C(=O)NC2=NC=C(C=C2)N2C3CN(CC2CC3)C3=NC=CC=C3)C=C1